N-(3-(4-acetylpiperazin-1-yl)phenyl)-4-fluoro-7-methyl-1H-indole C(C)(=O)N1CCN(CC1)C=1C=C(C=CC1)N1C=CC2=C(C=CC(=C12)C)F